(4-bromo-1H-indol-3-yl)-N-phenylacrylamide BrC1=C2C(=CNC2=CC=C1)C(C(=O)NC1=CC=CC=C1)=C